Benzyl 3-(1-bromo-8-chloroimidazo[1,5-a]pyrazin-3-yl)pyrrolidine-1-carboxylate BrC=1N=C(N2C1C(=NC=C2)Cl)C2CN(CC2)C(=O)OCC2=CC=CC=C2